C1=CC(=CC=C1[C@@H](C#N)O[C@H]2[C@@H]([C@H]([C@@H]([C@H](O2)CO)O)O)O)O The molecule is a beta-D-glucoside consisting of (S)-prunasin carrying a hydroxy substituent at position 4 on the phenyl ring. It is a beta-D-glucoside, a nitrile, a cyanogenic glycoside and a monosaccharide derivative. It derives from a (S)-prunasin.